N-(1-(5-(2-methoxyquinolin-6-yl)pyridin-3-yl)piperidin-4-yl)-1-methyl-1H-pyrazole-4-carboxamide COC1=NC2=CC=C(C=C2C=C1)C=1C=C(C=NC1)N1CCC(CC1)NC(=O)C=1C=NN(C1)C